FC1=C(C=CC(=C1F)C=1C(=C2C=NC(=NC2=CC1)N[C@@H]1CNCCC1)F)NS(=O)(=O)CC1=CC=CC=C1 (S)-N-(2,3-difluoro-4-(5-fluoro-2-(piperidin-3-ylamino)quinazolin-6-yl)phenyl)-1-phenylmethanesulfonamide